ClC=1C=C(OCC(=O)O)C=C(C1CC1=CC(=C(C=C1)O)C=1C=NC=C(C1)F)Cl 2-[3,5-dichloro-4-[[3-(5-fluoro-3-pyridyl)-4-hydroxy-phenyl]methyl]phenoxy]acetic acid